C(=CCCCCCCC)N nonenylamine